FC(C1=NN=C(S1)N1C(NC2=C1C=C(C=C2)S(=O)(=O)NC2(CC2)CF)=O)F 3-[5-(difluoromethyl)-1,3,4-thiadiazol-2-yl]-N-[1-(fluoromethyl)cyclopropyl]-2-oxo-1H-benzimidazole-5-sulfonamide